C1(CC1)NC(=O)C1=NN2C(N(C3=C(C2=O)CN(C3=O)[C@H](COC)C)CC(=O)NC3=NC=C(C=C3)F)=C1 N-cyclopropyl-4-{2-[(5-fluoropyridin-2-yl)amino]-2-oxoethyl}-6-[(2S)-1-methoxyprop-2-yl]-5,8-dioxo-5,6,7,8-tetrahydro-4H-pyrazolo[1,5-a]pyrrolo[3,4-d]pyrimidine-2-carboxamide